C1(=CC=C(C=C1)NC1=CC=C(C=C1)C1=C(C2=CC=CC=C2C=C1)C=1C=CC2=C(OC3=C2C=CC=C3)C1)C1=CC=CC=C1 (biphenyl-4-yl)-[4-{1-(dibenzofuran-3-yl)naphthalene-2-yl}phenyl]amine